2-(4-chloro-3-fluorophenoxy)-N-[(3r,6s)-6-[5-(4-chlorophenyl)-1,3,4-oxadiazol-2-yl]-1-(2-methoxyethyl)piperidin-3-yl]acetamide ClC1=C(C=C(OCC(=O)N[C@H]2CN([C@@H](CC2)C=2OC(=NN2)C2=CC=C(C=C2)Cl)CCOC)C=C1)F